acetamidoglycine C(C)(=O)NNCC(=O)O